(2R,4R)-1-(3-chloro-2-fluoro-6-methylbenzyl)-4-((3-fluoro-6-((5-methyl-1H-pyrazol-3-yl)amino)pyridin-2-yl)methyl)-2-methyl-piperidine-4-carboxylic acid ClC=1C(=C(CN2[C@@H](C[C@@](CC2)(C(=O)O)CC2=NC(=CC=C2F)NC2=NNC(=C2)C)C)C(=CC1)C)F